C(=O)O.ClC=1C=C(C=CC1)C12C(OCCN1)CCCC2 4a-(3-Chlorophenyl)octahydro-2H-benzo[b][1,4]oxazine formate